C(C)(C)(CC)CC(C(=O)OO)(C)C.C(C(C)(C)C)(=O)OOC(C)(C)CC t-amyl peroxypivalate (t-amyl peroxypivalate)